2-ethynyl-4,6-bis(trifluoromethyl)phenyl N-(4-fluorophenyl)-N-methylcarbamate FC1=CC=C(C=C1)N(C(OC1=C(C=C(C=C1C(F)(F)F)C(F)(F)F)C#C)=O)C